S1C(=NC2=C1C=CC=C2)COC=2C=CC1=C(C(=C(O1)C)C(=O)O)C2 5-(benzo[d]thiazol-2-ylmethoxy)-2-methylbenzofuran-3-carboxylic acid